2-({8-chloro-1-[trans-4-(pyridin-2-yloxy)cyclohexyl]-5,6-dihydro-4H-[1,2,4]triazolo[4,3-a][1]benzazepin-5-yl}oxy)-N,N-dimethylethylamine ClC=1C=CC2=C(CC(CC=3N2C(=NN3)[C@@H]3CC[C@H](CC3)OC3=NC=CC=C3)OCCN(C)C)C1